N-[(2S,3S)-2-[(2,3'-difluoro[1,1'-biphenyl]-3-yl)methyl]-1-(2-hydroxy-2-methylpropanoyl)pyrrolidin-3-yl]-1-fluorocyclopropane-1-sulfonamide FC1=C(C=CC=C1C[C@@H]1N(CC[C@@H]1NS(=O)(=O)C1(CC1)F)C(C(C)(C)O)=O)C1=CC(=CC=C1)F